2-Chloroanisol ClC1=C(C=CC=C1)OC